2-[(4-Fluoro-benzenesulfonyl)-methyl-amino]-5-oxo-5H-thieno[3,2-b]pyran-6-carboxylic acid FC1=CC=C(C=C1)S(=O)(=O)N(C1=CC=2OC(C(=CC2S1)C(=O)O)=O)C